5,7-dichlorothieno[3,2-b]pyridine-3-carboxylic acid methyl ester COC(=O)C1=CSC=2C1=NC(=CC2Cl)Cl